O=S.[Mo] Molybdenum oxysulfide